3-[5-(4-cyclohexylphenyl)-3-[3-(fluoromethyl)azetidine-1-carbonyl]-7-oxo-4H-pyrazolo[1,5-a]pyrimidin-2-yl]pyrazine-2-carbonitrile C1(CCCCC1)C1=CC=C(C=C1)C=1NC=2N(C(C1)=O)N=C(C2C(=O)N2CC(C2)CF)C=2C(=NC=CN2)C#N